4,5-diamino-1-heptylpyrazole NC=1C=NN(C1N)CCCCCCC